tert-Butyl (S)-2-((4-methyl-3-((1-(7-vinylquinolin-5-yl)cyclopropyl)carbamoyl)phenoxy)methyl)azetidine-1-carboxylate CC1=C(C=C(OC[C@H]2N(CC2)C(=O)OC(C)(C)C)C=C1)C(NC1(CC1)C1=C2C=CC=NC2=CC(=C1)C=C)=O